C1(CC1)C1=C(C(=NO1)C1=C(C=C(C=C1Cl)F)Cl)COC1=CC=C2C(=N1)CCC1=C(O2)C=C(C=C1)C(=O)O 2-((5-cyclopropyl-3-(2,6-dichloro-4-fluorophenyl)isoxazol-4-yl)methoxy)-10,11-dihydrobenzo[6,7]oxepino[3,2-b]pyridine-7-carboxylic acid